trans-methyl 4-[10-(3-chloro-4-fluoro-phenyl)-11-isopropenyl-2,4,5,10-tetrazatricyclo[7.3.0.03,7]dodeca-1,3(7),5,8,11-pentaen-12-yl]cyclohexanecarboxylate ClC=1C=C(C=CC1F)N1C2=CC=3C=NNC3N=C2C(=C1C(=C)C)[C@@H]1CC[C@H](CC1)C(=O)OC